FC1(CN(C1)CC1=NC=C(C=N1)OC1=CC=C(C=C1)C(C)(C)C1=CC=C(OC2CC(C2)NC=2C=C3CN(CC3=CC2)C2C(NC(CC2)=O)=O)C=C1)F 5-(((1r,3r)-3-(4-(2-(4-((2-((3,3-difluoroazetidin-1-yl)methyl)Pyrimidin-5-yl)oxy)phenyl)propan-2-yl)phenoxy)cyclobutyl)amino)-2-(2,6-dioxopiperidin-3-yl)isoindoline